C(C)O\C(=C/OC1=CC=C(C=C1)CC1=NC(=CC=C1)C(=O)N(C)OCC(F)(F)F)\C(F)(F)F 2-[[4-[[(1Z)-2-ethoxy-3,3,3-trifluoro-1-propen-1-yl]oxy]phenyl]methyl]-N-(2,2,2-trifluoroethoxy)-N-methyl-6-pyridinecarboxamide